TRIAZOLO-PYRIMIDINE N1N=NC2=C1C=NC=N2